ClC=1C(=NC(=NC1)N[C@H]1CNCC1)C(F)(F)F (R)-3-((5-chloro-4-(trifluoromethyl)pyrimidin-2-yl)amino)pyrrolidin